O1CC(C1)CCN1CCC1 1-(2-(oxetan-3-yl)ethyl)azetidin